C1(CC1)C1=C(C=C(C(=C1)CN1CCC2(CN(C(O2)=O)C2=CC=C(C=C2)S(=O)(=O)NCCCNC(OC(C)(C)C)=O)CC1)OCC)C1=CC=C(C=C1)F tert-butyl (3-(4-(8-((2-cyclopropyl-5-ethoxy-4'-fluoro-[1,1'-biphenyl]-4-yl)methyl)-2-oxo-1-oxa-3,8-diazaspiro[4.5]decan-3-yl)phenylsulfonamido)propyl)carbamate